C(C)(C)(C)OC(NC1CCC(CC1)NC1=C2CN(C(C2=CC=C1)=O)C1C(NC(CC1)=O)=O)=O ((1S,4S)-4-((2-(2,6-dioxopiperidin-3-yl)-1-oxoisoindolin-4-yl)amino)cyclohexyl)carbamic acid tert-butyl ester